CN1CNCC1C1=CC2=CC=CC=C2C=C1 methyl-5-(naphthalen-2-yl)imidazolidine